2-oxoethyl 2,3,4,6-tetra-O-acetyl-α-D-mannopyranoside C(C)(=O)O[C@@H]1[C@@H](OCC=O)O[C@@H]([C@H]([C@@H]1OC(C)=O)OC(C)=O)COC(C)=O